S1C(=NN=C1)C1(CC1)C1=NNC=2N=C(NC(C21)=O)N2CCC1([C@@H]([C@@H](OC1)C)N)CC2 3-(1-(1,3,4-thiadiazol-2-yl)cyclopropyl)-6-((3S,4S)-4-amino-3-methyl-2-oxa-8-azaspiro[4.5]decan-8-yl)-1,5-dihydro-4H-pyrazolo[3,4-d]pyrimidin-4-one